C1(CCCCC1)C1=C(OC2(CC2)C(=O)NS(=O)(=O)C2=CC=CC(=N2)N2CC(CCC2)NC(OC(C)(C)C)=O)C=C(C=C1)C tert-butyl (1-(6-(N-(1-(2-cyclohexyl-5-methylphenoxy)cyclopropanecarbonyl)sulfamoyl)pyridin-2-yl)piperidin-3-yl)carbamate